N[C@@H](C(C)C)C(=O)N[C@@H](CO)C(=O)O valyl-serine